1,2-bis-[beta-(3,5-di-tert-butyl-4-hydroxyphenyl)propionyl]hydrazine C(C)(C)(C)C=1C=C(C=C(C1O)C(C)(C)C)CCC(=O)NNC(CCC1=CC(=C(C(=C1)C(C)(C)C)O)C(C)(C)C)=O